ClC1=C(C(=CC=C1)Cl)NC1=C(C=CC=C1)CC(=O)[O-].[Na+] Sodium [o-[(2,6-dichlorophenyl)-amino]-phenyl]-acetate